N1N=NC(=C1)C(=O)O triazole-carboxylic acid